ClC=1C(=NC(=NC1)NC1=CC(=CC=C1)N=S(=O)(C)C)C1=CNC2=CC=CC=C12 5-chloro-N-[3-[[dimethyl(oxo)-λ6-sulfanylidene]amino]phenyl]-4-(1H-indol-3-yl)pyrimidin-2-amine